C(C1=CC=CC=C1)OC1=CC=C(C=C1)CC\C=C(\C(F)F)/NS(=O)(=O)C1=CC=CC=C1 (Z)-(5-(4-(benzyloxy)phenyl)-1,1-difluoropent-2-en-2-yl)(phenyl)sulfonamide